2-(4-methoxyphenyl)piperidine COC1=CC=C(C=C1)C1NCCCC1